3-[(3-methyl-1-(piperidin-4-yl)-1H-pyrazol-4-yl)amino]-5-(trifluoromethyl)pyrimidin CC1=NN(C=C1NN1CN=CC(=C1)C(F)(F)F)C1CCNCC1